C(N)(=O)C1=C(C=C(C=C1F)C=1C(=CC(=C(C1)NC(=O)C1=CNC(C=C1C(F)F)=O)N1C[C@H](N([C@H](C1)C)C)C)F)F |r| N-[5-(4-carbamoyl-3,5-difluorophenyl)-4-fluoro-2-[rac-(3R,5S)-3,4,5-trimethylpiperazin-1-yl]phenyl]-4-(difluoromethyl)-6-oxo-1H-pyridine-3-carboxamide